CN1N=C(C=C1)COC=1C=C(CN2CCC3(CC2)COC2=C4CN(C(C4=CC=C23)=O)C2C(NC(CC2)=O)=O)C=CC1 3-(1'-(3-((1-methyl-1H-pyrazol-3-yl)methoxy)benzyl)-6-oxo-6,8-dihydro-2H,7H-spiro[furo[2,3-e]isoindole-3,4'-piperidin]-7-yl)piperidine-2,6-dione